tert-butyl 2-(3-(((R)-3-(benzyloxy)-2-(((benzyloxy)carbonyl)amino)-3-oxopropyl)carbamoyl)-5-fluorophenyl)-4,4-difluoropyrrolidine-1-carboxylate C(C1=CC=CC=C1)OC([C@@H](CNC(=O)C=1C=C(C=C(C1)F)C1N(CC(C1)(F)F)C(=O)OC(C)(C)C)NC(=O)OCC1=CC=CC=C1)=O